5-[3-(6-methoxypyridin-2-yl)pyrrolidine-1-carbonyl]-6-methyl-N-(1-methylcyclopropyl)furo[2,3-d]pyrimidin-4-amine COC1=CC=CC(=N1)C1CN(CC1)C(=O)C1=C(OC=2N=CN=C(C21)NC2(CC2)C)C